FC1=C(C=CC(=C1)F)N1N=C(C2=CC=CC=C2C1=O)C=1C=C(C=CC1)C1(CCC1)C(=O)O 1-(3-(3-(2,4-difluorophenyl)-4-oxo-3,4-dihydro-phthalazin-1-yl)phenyl)cyclobutane-1-carboxylic acid